BrC=1C=CC(=NC1)[C@H]1N([C@@H](CC2=C3C(=CC=C12)NN=C3F)C)CC(F)(F)F (6S,8R)-6-(5-bromopyridin-2-yl)-1-fluoro-8-methyl-7-(2,2,2-trifluoroethyl)-6,7,8,9-tetrahydro-3H-pyrazolo[4,3-f]Isoquinoline